1-dodecyl-2-methyl-3-benzylimidazole hydrochloride Cl.C(CCCCCCCCCCC)N1C(N(C=C1)CC1=CC=CC=C1)C